OC=1C=C(C=CC1OC)C1NC(C2=CC=CC=C2C1)=O 3-(3-hydroxy-4-methoxyphenyl)-3,4-dihydroisoquinolinone